NC1CC(CCC1)N1C(C(=CC1=O)C1=CC=CC=C1)=O 1-(3-aminocyclohexyl)-3-phenyl-1H-pyrrole-2,5-dione